(((1R,3S,5R)-2-(2-(3-acetyl-7-methyl-5-(2-methylpyrimidin-5-yl)-1H-indazol-1-yl)acetyl)-3-((6-bromo-3-methylpyridin-2-yl)carbamoyl)-2-azabicyclo[3.1.0]hexan-5-yl)methyl)-L-proline C(C)(=O)C1=NN(C2=C(C=C(C=C12)C=1C=NC(=NC1)C)C)CC(=O)N1[C@@H]2C[C@@]2(C[C@H]1C(NC1=NC(=CC=C1C)Br)=O)CN1[C@@H](CCC1)C(=O)O